ClC=1C=C2C=C(NC2=CC1OCC1=NC(=CC=C1)F)CNC(=O)N1CCCC1 N-((5-chloro-6-((6-fluoropyridin-2-yl)methoxy)-1H-indol-2-yl)methyl)pyrrolidine-1-carboxamide